racemic-6,8-dichlorooctanoic acid Cl[C@H](CCCCC(=O)O)CCCl |r|